ClC1=CC=NC=2[C@H](CC[C@H](C12)C)O |r| rac-(5R,8S)-4-chloro-5-methyl-5,6,7,8-tetrahydroquinolin-8-ol